tyrosine O-phosphate P(=O)(O)(O)OC1=CC=C(C[C@H](N)C(=O)O)C=C1